5-(3,5-difluorophenoxy)-2,3,3,4-tetramethyl-2,3-dihydrobenzo[d]isothiazole-1,1-dioxide FC=1C=C(OC=2C=CC3=C(C(N(S3(=O)=O)C)(C)C)C2C)C=C(C1)F